(R,R)-N-(5-chloro-2-((5-cyanopyridin-3-yl)methoxy)-4-(3-(1-(3-(4-fluoropiperidine-1-yl)propyl)indoline-4-yl)-2-methylbenzyloxy)benzyl)-4-hydroxyproline ClC=1C(=CC(=C(CN2[C@H](C[C@H](C2)O)C(=O)O)C1)OCC=1C=NC=C(C1)C#N)OCC1=C(C(=CC=C1)C1=C2CCN(C2=CC=C1)CCCN1CCC(CC1)F)C